S1C(CCCC1)=O tetrahydro-2H-thiopyran-2-one